(8S,9aR)-8-(2,3-dichloro-6-hydroxyphenyl)hexahydro-4H-pyrido[1,2-a]pyrazine-1,4(6H)-dione ClC1=C(C(=CC=C1Cl)O)[C@@H]1C[C@H]2N(C(CNC2=O)=O)CC1